2-ethoxy-4-(trifluoromethyl)-1,3-dioxopentane C(C)OC(C=O)C(C(C)C(F)(F)F)=O